NC1=NC=2C=C(C(=CC2C2=C1COC2)C(=O)N(CC)[C@H](C)C=2C=NC(=CC2)Cl)F 4-amino-N-((1R)-1-(6-chloro-3-pyridinyl)ethyl)-N-ethyl-7-fluoro-1,3-dihydrofuro[3,4-c]quinoline-8-carboxamide